C(C)(C)OC1=CC=2N(C=C1C(=O)NC=1C(N(C=CC1)[C@H]1[C@@H](C1)C)=O)C=C(N2)C21COC(C2)(C1)C 7-isopropoxy-2-(1-methyl-2-oxabicyclo[2.1.1]hexan-4-yl)-N-(1-((1R,2R)-2-methylcyclopropyl)-2-oxo-1,2-dihydropyridin-3-yl)imidazo[1,2-a]pyridine-6-carboxamide